[1-(6-chloropyridazin-4-yl)azetidin-3-yl]acetic acid ethyl ester C(C)OC(CC1CN(C1)C1=CN=NC(=C1)Cl)=O